C(OCCCCBr)(OCCCCCC=CCC)=O (Z)-4-bromobutyl non-6-en-1-yl carbonate